glyceryl trimercaptopropionate SC(CC(=O)OCC(O)CO)(S)S